CO[C@H]1CN(C[C@@H]1NC(=O)NCCCCCCCCCCCCC)C=1OC2=C(N1)C=C(C=C2)C(=O)N2C[C@H]([C@@H](C2)C(=O)N[C@@H]2[C@H](C2)C2=CC=CC=C2)C(=O)N[C@@H]2[C@H](C2)C2=CC=CC=C2 (3S,4S)-1-(2-((3S,4S)-3-methoxy-4-(3-tridecylureido)pyrrolidin-1-yl)benzo[d]oxazole-5-carbonyl)-N3,N4-bis((1S,2R)-2-phenylcyclopropyl)pyrrolidine-3,4-dicarboxamide